CC(C)(C)[S@@](=O)N (R,R)-2-methylpropane-2-sulfinamide